indeno[2,1-a]indene-5,10-dione C1=C2C(C3=C(C(C4=CC=CC=C34)=O)C2=CC=C1)=O